4-((1R,5S)-3,8-diazabicyclo[3.2.1]octan-3-yl)-7-(8-chloronaphthalen-1-yl)-8-fluoro-2-(2-(1-methyl-1H-imidazol-2-yl)ethoxy)pyrido[4,3-d]pyrimidine [C@H]12CN(C[C@H](CC1)N2)C=2C1=C(N=C(N2)OCCC=2N(C=CN2)C)C(=C(N=C1)C1=CC=CC2=CC=CC(=C12)Cl)F